(Z)-3-fluoro-N-(2-(3-((2-methoxy-4-(methylsulfonyl)phenyl)amino)prop-1-yn-1-yl)-3-(2,2,2-trifluoroethyl)benzo[b]thiophen-7-yl)piperidin-4-amine FC1CNCCC1NC1=CC=CC2=C1SC(=C2CC(F)(F)F)C#CCNC2=C(C=C(C=C2)S(=O)(=O)C)OC